ethylhexyl-dimethyl-para-aminobenzoic acid C(C)C1=C(C(=C(C(=C1C(=O)O)C)C)N)CCCCCC